6-(1-Ethoxycarbonylpent-4-enylamino)-3-nitro-5-(trifluoromethyl)pyridine-2-carboxylic acid C(C)OC(=O)C(CCC=C)NC1=C(C=C(C(=N1)C(=O)O)[N+](=O)[O-])C(F)(F)F